S1C(=NC2=C1C=CC=C2)NCC2=CC=C(C=C2)C2=NC(NC(=C2)C2=CC=CC=C2)=O 4-{4-[(benzo[d][1,3]thiazol-2-ylamino)methyl]phenyl}-6-phenyl-1,2-dihydropyrimidin-2-one